methyl 2-cyano-4-(1-(quinolin-5-yl)-5-(trifluoromethyl)-1H-pyrazole-4-carboxamido)benzoate C(#N)C1=C(C(=O)OC)C=CC(=C1)NC(=O)C=1C=NN(C1C(F)(F)F)C1=C2C=CC=NC2=CC=C1